5-(7-methoxy-5-methylbenzothiophen-2-yl)-7-(azetidin-3-yl)-7H-pyrrolo[2,3-d]pyrimidin-4-amine hydrochloride Cl.COC1=CC(=CC=2C=C(SC21)C2=CN(C=1N=CN=C(C12)N)C1CNC1)C